9-(3,5-dibromophenyl)-3,6-diphenyl-9H-carbazole BrC=1C=C(C=C(C1)Br)N1C2=CC=C(C=C2C=2C=C(C=CC12)C1=CC=CC=C1)C1=CC=CC=C1